tert-butyl (S)-(3-(2-(1-(4-fluorophenyl)-3,4-dihydroisoquinolin-2(1H)-yl)-2-oxoethyl)bicyclo[1.1.1]pentan-1-yl)(methyl)carbamate FC1=CC=C(C=C1)[C@@H]1N(CCC2=CC=CC=C12)C(CC12CC(C1)(C2)N(C(OC(C)(C)C)=O)C)=O